C1(=C(C(=CC(=C1)C)C)S(=O)(=O)[O-])C.N[N+]1=C(C(=NC(=C1)C1=CC=C(C=C1)Cl)C=1C=NN(C1)C1CC1)N 1,2-Diamino-3-(1-cyclopropyl-1H-pyrazol-4-yl)-5-(4-chlorophenyl)pyrazine-1-ium mesitylenesulfonate